6-amino-2-(2-methoxyethyl)pyridazin-3(2H)-one hydrochloride Cl.NC=1C=CC(N(N1)CCOC)=O